[3-(cyclopropanecarbonyl)-9-(2,6-dimethyl-4-prop-1-ynyl-phenyl)-10-oxo-3-azaspiro[5.5]undec-8-en-8-yl] cyclopropanecarboxylate C1(CC1)C(=O)OC=1CC2(CCN(CC2)C(=O)C2CC2)CC(C1C1=C(C=C(C=C1C)C#CC)C)=O